C(N)(OC1=C(N=NN1C)C1=NC=C(C(=C1)F)S(=O)(=O)C)=O 4-(4-fluoro-5-(methylsulfonyl) pyridin-2-Yl)-1-methyl-1H-1,2,3-triazol-5-yl carbamate